ClC=1C(=NN2C1CCCC2)N2N=CC(=C2NC)C#N 1-(3-chloro-4,5,6,7-tetrahydropyrazolo[1,5-a]pyridin-2-yl)-5-(methylamino)pyrazole-4-nitrile